ClC1=C2C=C(NC2=CC=C1)C(=O)N1CC2(CC1C(=O)N[C@@H](C[C@H]1C(NCCC1)=O)C#N)CCCCC2 2-(4-chloro-1H-indole-2-carbonyl)-N-((S)-1-cyano-2-((S)-2-oxopiperidin-3-yl)ethyl)-2-azaspiro[4.5]decane-3-carboxamide